C(C)(C)[C@@H]1CC(=C[C@@H](C1=O)C)C (2S,6S)-6-isopropyl-2,4-dimethylcyclohex-3-en-1-one